tert-butyl (4-amino-phenyl)-carbamate NC1=CC=C(C=C1)NC(OC(C)(C)C)=O